N'-hydroxy-5-((1-methoxycyclopropyl)methyl)-6-methylpyridineformamidine ON=C(N)C1=NC(=C(C=C1)CC1(CC1)OC)C